CCC=CCCCC=CCCCCCCCCC octadeca-3,8-dien